NC(=O)NC1=C(OCC(=O)N2[C@@H](CN(CC2)CC2=CC=C(C=C2)F)C)C=CC(=C1)Cl (2R)-1-[[2-[(aminocarbonyl)amino]-4-chlorophenoxy]acetyl]-4-[(4-fluorophenyl)methyl]-2-methylpiperazine